N-(3-(4-morpholino-6-(pyridin-3-yl)thieno[3,2-d]pyrimidin-2-yl)phenyl)thiazole-2-carboxamide O1CCN(CC1)C=1C2=C(N=C(N1)C=1C=C(C=CC1)NC(=O)C=1SC=CN1)C=C(S2)C=2C=NC=CC2